NC=1C=2N(C3=CC(=CC=C3N1)C(=O)N(C1COCC3=NC(=CC=C31)C(F)(F)F)C)N=NC2 4-Amino-N-methyl-N-(2-(trifluoromethyl)-5,8-dihydro-6H-pyrano[3,4-b]pyridin-5-yl)-[1,2,3]triazolo[1,5-a]quinoxaline-8-carboxamide